C(C1=CC=CC=C1)OCCCCCCN1C([C@H]2[C@@H]([C@@H](C1)O[Si](C)(C)C(C)(C)C)OC(O2)(C)C)=O (3aR,7R,7aS)-5-(6-benzyloxyhexyl)-7-[tert-butyl(dimethyl)silyl]oxy-2,2-dimethyl-3a,6,7,7a-tetrahydro-[1,3]dioxolo[4,5-c]pyridin-4-one